(4-(1H-imidazol-1-yl)phenyl)-4-phenyl-[2,4'-bithiazole]-2'-amine N1(C=NC=C1)C1=CC=C(C=C1)C1=C(N=C(S1)C=1N=C(SC1)N)C1=CC=CC=C1